O1CCC(CC1)N(C(O)=O)C=1N=CC2=C(C(=C(C=C2C1)C=1C=NC=2CC(CNC2C1C)C#N)F)N.N1(CCCCC1)S(=O)(=O)C1=CC=C(N)C=C1 4-(piperidin-1-ylsulfonyl)aniline Tetrahydro-2H-pyran-4-yl-(8-amino-6-(7-cyano-4-methyl-5,6,7,8-tetrahydro-1,5-naphthyridin-3-yl)-7-fluoroisoquinolin-3-yl)carbamate